C=C(C(=O)O)CC1=CC(=C(C(=C1)C(C)(C)C)O)C(C)(C)C.N1(N=NC=C1)C[C@@H]1C[C@H](CN1C#N)NC(C1=C(C=C(C=C1)C=1C=C2C=NN(C2=CC1)C)F)=O N-((3r,5s)-5-((1H-1,2,3-triazol-1-yl)methyl)-1-cyanopyrrolidin-3-yl)-2-fluoro-4-(1-methyl-1H-indazol-5-yl)benzamide methylene(3,5-di-tert-butyl-4-hydroxylhydrocinnamate)